[Br-].C(CCC)OC(CCCCC\C=C/CCC[P+](C)(C)C)OCCCC (4Z)-11,11-dibutyloxy-4-undecenyltrimethylphosphonium bromide